2-amino-3-(3-hydroxy-2,6-dimethylphenyl)-5-(2-fluoropyridin-4-yl)benzamide carbon [C].NC1=C(C(=O)N)C=C(C=C1C1=C(C(=CC=C1C)O)C)C1=CC(=NC=C1)F